(S)-5-(pyrrolidin-3-ylamino)quinoline-2-carbonitrile hydrochloride Cl.N1C[C@H](CC1)NC1=C2C=CC(=NC2=CC=C1)C#N